OC(CC1=CNC(O1)=S)CNC1=C(C=CC=C1)OC 5-[2-hydroxy-3-(2-methoxyphenylamino)propyl]-1,3-oxazol-2(3H)-thione